C1(=CC=CC=C1)C=1N=C(SC1)NC(CCCCCCNC(CC)=O)=O N-(4-phenyl-thiazol-2-yl)-7-propionamido-heptanamide